ClC=1N=CC(=NC1)CNOC N-((5-chloropyrazin-2-yl)methyl)-O-methylhydroxylamine